3-fluoro-5-[(3S)-2-(piperidine-4-carbonyl)isoxazolidin-3-yl]benzonitrile FC=1C=C(C#N)C=C(C1)[C@H]1N(OCC1)C(=O)C1CCNCC1